NCC1=CC=C(C=C1)C1=CC=CC=C1 4'-aminomethylbiphenyl